2-chloro-9-((1r,4r)-4-hydroxy-4-methylcyclohexyl)-7-methyl-7,9-dihydro-8H-purin-8-one ClC1=NC=C2N(C(N(C2=N1)C1CCC(CC1)(C)O)=O)C